CN1CCN(CC1)C=1N=C(C2=C(N1)C=NC=C2)NCC=2SC=CC2 2-(4-methylpiperazin-1-yl)-N-(thiophen-2-ylmethyl)pyrido[3,4-d]pyrimidin-4-amine